(S)-1-(4-((4-((2-fluoro-4-((2-(2-(trifluoromethyl)morpholino)pyridin-4-yl)oxy)phenyl)amino)-7-methoxyquinazolin-6-yl)amino)piperidin-1-yl)prop-2-en-1-one FC1=C(C=CC(=C1)OC1=CC(=NC=C1)N1C[C@H](OCC1)C(F)(F)F)NC1=NC=NC2=CC(=C(C=C12)NC1CCN(CC1)C(C=C)=O)OC